2-(2-amino-6-(pyrimidin-5-ylamino)-9H-purin-9-yl)-N-(1-ethyl-3-methyl-1H-pyrazol-5-yl)acetamide NC1=NC(=C2N=CN(C2=N1)CC(=O)NC1=CC(=NN1CC)C)NC=1C=NC=NC1